C(C)C1=C(C(=C([N+](=O)[O-])N)CC)C=CC=C1 diethyl-aminonitrostyrene